C1(CCCCCC1)[C@@H](C(=O)NC1=CC=C(C=C1)C[C@H](C(=O)N1CCN(CC1)C)NC(OC(C)(C)C)=O)NC(=O)C1=CC=NN1CC tert-butyl ((R)-3-(4-((S)-2-cycloheptyl-2-(1-ethyl-1H-pyrazole-5-carboxamido)acetamido)phenyl)-1-(4-methylpiperazin-1-yl)-1-oxopropan-2-yl)carbamate